FC(OC=1C=C(C=CC1)C1=CC(=C(O1)C)C(=O)O)F 5-(3-(difluoromethoxy)phenyl)-2-methylfuran-3-carboxylic acid